ClC1=NC=CC(=C1F)OC1=CC=C(C=C1)N1N=CN(C1=O)CC1=C(C=CC=C1F)F 2-{4-[(2-chloro-3-fluoropyridin-4-yl)oxy]phenyl}-4-[(2,6-difluorophenyl)methyl]-1,2,4-triazol-3-one